4-[(1S,3R,4S,5R)-5-[[5-cyclopropyl-3-(2,6-dichlorophenyl)-1,2-oxazol-4-yl]methoxy]-3-methyl-2-azabicyclo[2.2.1]heptan-2-yl]-2-fluorobenzoic acid C1(CC1)C1=C(C(=NO1)C1=C(C=CC=C1Cl)Cl)CO[C@H]1[C@@H]2[C@H](N([C@H](C1)C2)C2=CC(=C(C(=O)O)C=C2)F)C